2-((5-bromo-3-nitropyridin-2-yl)oxy)acetic acid methyl ester COC(COC1=NC=C(C=C1[N+](=O)[O-])Br)=O